9-(1-(2-Methoxyethyl)piperidin-4-yl)-7-methyl-2-((7-methylchinolin-6-yl)amino)-7,9-dihydro-8H-purin-8-on COCCN1CCC(CC1)N1C2=NC(=NC=C2N(C1=O)C)NC=1C=C2C=CC=NC2=CC1C